FC1=CC=C(C=C1)C(N1C[C@@H](N(C[C@H]1C)C1=C(C(N(C=2C=CC(=NC12)C#N)C)=O)C)C)C1=CC=C(C=C1)F 8-((2S,5R)-4-(bis(4-fluorophenyl)methyl)-2,5-dimethylpiperazin-1-yl)-5,7-dimethyl-6-oxo-5,6-dihydro-1,5-naphthyridine-2-carbonitrile